4-((4-((4-(tert-butyl)piperazin-1-yl)methyl)-3-methylbenzyl)amino)-2-(2,6-dioxopiperidin-3-yl)isoindoline-1,3-dione C(C)(C)(C)N1CCN(CC1)CC1=C(C=C(CNC2=C3C(N(C(C3=CC=C2)=O)C2C(NC(CC2)=O)=O)=O)C=C1)C